2-hydroxypropane-1-sulphonate OC(CS(=O)(=O)[O-])C